3-(3-fluoro-5-((1s,3s)-1-(2-(2-fluoro-5-((6-fluoro-4-(methylsulfonyl)-1H-indol-5-yl)oxy)phenyl)-1H-imidazol-5-yl)-3-methoxy-3-methylcyclobutyl)-phenyl)propanoic acid FC=1C=C(C=C(C1)C1(CC(C1)(C)OC)C1=CN=C(N1)C1=C(C=CC(=C1)OC=1C(=C2C=CNC2=CC1F)S(=O)(=O)C)F)CCC(=O)O